7-chloro-1-[(1S)-1-(5-chloro-2-fluorophenyl)ethyl]-6-nitroquinoxalin-2-one ClC1=C(C=C2N=CC(N(C2=C1)[C@@H](C)C1=C(C=CC(=C1)Cl)F)=O)[N+](=O)[O-]